C12CN(CC2C1)C=1C2=C(N=CN1)C1=C(S2)N=C(C=C1C)C 4-(3-azabicyclo[3.1.0]hexane-3-yl)-7,9-dimethyl-pyrido[3',2':4,5]thieno[3,2-d]pyrimidine